FC(C1=NN(C=C1NC(=O)C=1N=C(OC1)C1=CC(=NC=C1)NCC(F)(F)F)C1CCN(CC1)CC1=C(C=CC=C1)N1C(NC(CC1)=O)=O)F N-(3-(difluoromethyl)-1-(1-(2-(2,4-dioxotetrahydropyrimidin-1(2H)-yl)benzyl)piperidin-4-yl)-1H-pyrazol-4-yl)-2-(2-((2,2,2-trifluoroethyl)amino)pyridin-4-yl)oxazole-4-carboxamide